2-[4-[(3,4-Difluorophenoxy)methyl]-1H-1,2,3-triazol-1-yl]-4,5-difluorobenzamide FC=1C=C(OCC=2N=NN(C2)C2=C(C(=O)N)C=C(C(=C2)F)F)C=CC1F